C(CCC(=O)[O-])(=O)OCC(COC(CCC(=O)[O-])=O)OC(CCCN(C)C)=O O'-(2-((4-(dimethylamino) butyryl) oxy) propane-1,3-diyl) disuccinate